6,7-dihydro-1,2-oxazepine O1N=CC=CCC1